NCCCCCN1C=CC=C1 1-(5-aminopentyl)-1H-pyrrol